CN1CCN(CC1)CCNC1=NC(=NC(=N1)N)N1CCOCC1 (2-(4-methylpiperazin-1-yl)ethyl)-6-morpholino-1,3,5-triazine-2,4-diamine